ClC1=CC=C(C(=N1)C=O)N1CCC(CC1)(O)COCCCCCC(=O)OC(C)(C)C tert-butyl 6-{[1-(6-chloro-2-formylpyridin-3-yl)-4-hydroxypiperidin-4-yl]methoxy}hexanoate